BrC1=CC(=C(C(=O)NC2=CC(=NC(=C2)C)N2CCC(CC2)(F)F)C=C1)C1=CCC2(CC2)CC1 4-bromo-N-(2-(4,4-difluoropiperidin-1-yl)-6-methylpyridin-4-yl)-2-(spiro[2.5]oct-5-en-6-yl)benzamide